tert-Butyl (E)-4-hydroxy-4-(4-(3-methoxy-3-oxoprop-1-en-1-yl)phenyl)piperidine-1-carboxylate OC1(CCN(CC1)C(=O)OC(C)(C)C)C1=CC=C(C=C1)\C=C\C(=O)OC